BrC1=CC(=NC=C1)NC(=O)CCN1CCN(CC1)CCNC(OC(C)(C)C)=O tert-butyl N-[2-(4-{2-[(4-bromopyridin-2-yl)carbamoyl]ethyl}piperazin-1-yl)ethyl]carbamate